4-(3-(trifluoromethyl)phenoxy)phthalonitrile FC(C=1C=C(OC=2C=C(C(C#N)=CC2)C#N)C=CC1)(F)F